C(C)(C)(C)OC(=O)N1CCC(=CC1)C=1C=C(SC1C)C(=O)NC1=CC=C(C=C1)C=1CCN(CC1)C(=O)OC(C)(C)C tert-butyl 4-[4-(4-{1-[(tert-butoxy)carbonyl]-1,2,3,6-tetrahydropyridin-4-yl}-5-methylthiophene-2-amido)phenyl]-1,2,3,6-tetrahydropyridine-1-carboxylate